3-(2-chloro-6-fluorophenyl)-1-cyclobutyl-7-(4-ethyl-3-(hydroxymethyl)-5-oxo-4,5-dihydro-1H-1,2,4-triazol-1-yl)-6-fluoro-2,3-dihydropyrido[2,3-d]pyrimidin-4(1H)-one ClC1=C(C(=CC=C1)F)N1CN(C2=C(C1=O)C=C(C(=N2)N2N=C(N(C2=O)CC)CO)F)C2CCC2